C(C)(C)(C)[C@H]1CN(CCN1)C=1N=C(NC(C1C#N)=O)C1=CC=NC=C1 4-[(3S)-3-tert-butylpiperazin-1-yl]-6-oxo-2-(4-pyridyl)-1H-pyrimidine-5-carbonitrile